BrC1=C(C(=C2N1C=CN=C2)C(=O)N)C2=CC=C(C=C2)OC2=NC(=CC=C2)C 6-bromo-7-[4-[(6-methyl-2-pyridinyl)oxy]phenyl]pyrrolo[1,2-a]pyrazine-8-carboxamide